N1(N=CC=C1)C=1C=C(C=CC1)S(=O)(=O)N 3-pyrazol-1-ylbenzenesulfonamide